2-cyclohexylbenzo[d][1,2]selenazol-3(2H)-one C1(CCCCC1)N1[Se]C2=C(C1=O)C=CC=C2